CN(S(=O)=O)CC1=CSC2=C1N=C(N=C2N2[C@@H](COCC2)C)C2=C1C(=NC=C2)NC=C1 (R)-N-Methyl-N-(4-(3-methylmorpholinyl)-2-(1H-pyrrolo[2,3-b]pyridin-4-yl)thieno[3,2-d]pyrimidin-7-yl)methylsulfonamide